CN(C)CC1CN(C1)C=1C=CC(=C(C(=O)N[C@H](C)C2=CC(=CC(=C2)C=2C=NN(C2)C)OC)C1)C 5-[3-[(dimethylamino)methyl]azetidin-1-yl]-N-[(1R)-1-[3-methoxy-5-(1-methylpyrazol-4-yl)phenyl]ethyl]-2-methyl-benzamide